3-[5-[(3,5-difluorophenyl)methyl]pyrazin-2-yl]-1-ethyl-1-[(2R)-3,3,3-trifluoro-2-hydroxy-propyl]urea FC=1C=C(C=C(C1)F)CC=1N=CC(=NC1)NC(N(C[C@H](C(F)(F)F)O)CC)=O